C(C)(=O)N=[S@@](=O)(C)C=1C=C(C=CC1)NC(C1=C(N=CC(=C1C)C(F)(F)F)OC=1C(=NC(=CC1)F)C)=O (R)-N-(3-(N-acetyl-S-methylsulfonimidoyl)phenyl)-2-((6-fluoro-2-methylpyridin-3-yl)oxy)-4-methyl-5-(trifluoromethyl)nicotinamide